OC(CN(CCCCCCCC(=O)OC(CCCCCCCC)CCCCCCCC)CCCCCCOC(=O)OCCCCCCCCC)CO heptadecan-9-yl 8-((2,3-dihydroxypropyl)(6-(((nonyloxy)carbonyl)oxy)hexyl)amino)octanoate